BrCC1=CC=C(C=C1)F 1-(bromomethyl)-4-fluorobenzene